C1(CCCCC1)CC(C1=CC=CC=C1)C=1C=C(C=CC1)CC#N 2-(3-(2-cyclohexyl-1-phenylethyl)phenyl)acetonitrile